O1CCOC2=C1C=CC(=C2)C=CC(=O)C2=C(C=C(C=C2OCOC)OCOC)O 3-(2,3-Dihydro-1,4-benzodioxin-6-yl)-1-[2-hydroxy-4,6-bis(methoxymethoxy)phenyl]prop-2-en-1-one